8-((2s,5r)-2,5-dimethyl-4-(3-(trifluoromethoxy)benzyl)piperazin-1-yl)-5-methyl-6-oxo-5,6-dihydro-1,5-naphthyridine-2-carbonitrile C[C@@H]1N(C[C@H](N(C1)CC1=CC(=CC=C1)OC(F)(F)F)C)C1=CC(N(C=2C=CC(=NC12)C#N)C)=O